C(C)OC(=O)N([C@H]1CN(CC1)C(=O)OC(C)(C)C)C (R)-tert-butyl 3-(ethoxycarbonyl (methyl)amino)pyrrolidine-1-carboxylate